(1-((hydroxy)benzylamino)pentyl)diphenylphosphine oxide ON(C(CCCC)P(C1=CC=CC=C1)(C1=CC=CC=C1)=O)CC1=CC=CC=C1